F[C@@H]1CN(C[C@H]1NC1=NN=C(C2=CC=CC=C12)C1=CC=C(C=C1)C(F)(F)F)C(C=C)=O 1-((3R,4R)-3-fluoro-4-((4-(4-(trifluoromethyl)phenyl)phthalazin-1-yl)amino)pyrrolidin-1-yl)prop-2-en-1-one